N[C@@H](COCCNC(OC(C)(C)C)=O)CNC(=O)C=1NC2=CC=C(C=C2C1C1=CC=C(C=C1)C#N)F tert-butyl (R)-(2-(2-amino-3-(3-(4-cyanophenyl)-5-fluoro-1H-indole-2-carboxamido)propoxy)ethyl)carbamate